methyl 3-bromomethylhexanoate BrCC(CC(=O)OC)CCC